2-(2-(2-(3-((S)-8-chloro-2,6-dimethyl-1,2,3,4-tetrahydroisoquinolin-4-yl)phenylsulfonylamino)ethoxy)ethyl)-2,3-dihydroxybutanediamide ClC=1C=C(C=C2[C@@H](CN(CC12)C)C=1C=C(C=CC1)S(=O)(=O)NCCOCCC(C(=O)N)(C(C(=O)N)O)O)C